O=C(CCSC[C@@H](C)NC1=C(C(NN=C1)=O)C(F)(F)F)N1CCN(CC1)C1=NC=C(C=N1)C(F)(F)F (R)-5-((1-((3-Oxo-3-(4-(5-(trifluoromethyl)pyrimidin-2-yl)piperazin-1-yl)propyl)thio)propan-2-yl)amino)-4-(trifluoromethyl)pyridazin-3(2H)-one